[Si](C)(C)(C(C)(C)C)O[C@@H]([C@H](CCC(N)=O)NC(OC(C)(C)C)=O)C tert-butyl N-[(3S,4R)-4-[(tert-butyldimethylsilyl)oxy]-1-carbamoylpentan-3-yl]carbamate